8-(difluoromethyl-d)-2-trifluoromethyl-2H-benzopyran-3-carboxylic acid FC(C1=CC=CC=2C=C(C(OC21)C(F)(F)F)C(=O)O)([2H])F